3-tridecylglycero-1-phospho-glycerol C(CCCCCCCCCCCC)OCC(COP(=O)(O)OCC(O)CO)O